FC(C(C)(C)S(=O)(=O)C=1C(=CC=2N(C1)C=CN2)OC)F 6-((1,1-difluoro-2-methylpropan-2-yl)sulfonyl)-7-methoxyimidazo[1,2-a]pyridine